ClC=1C=C(C=C(C1)C=1N(N=C2C(N(CCC21)C(C2=C(C(=CC(=C2)F)C2=CC(NC=C2)=O)Cl)=O)C)C)C2(CC2)NS(=O)(=O)C N-[1-[3-Chloro-5-[6-[2-chloro-5-fluoro-3-(2-oxo-1H-pyridin-4-yl)benzoyl]-2,7-dimethyl-5,7-dihydro-4H-pyrazolo[3,4-c]pyridin-3-yl]phenyl]cyclopropyl]methanesulfonamide